E-6-nonenal C(CCCC\C=C\CC)=O